CN(S(=O)(=O)C1=CC=C(C=C1)S(=O)(=O)NC1=C(C=CC=C1)N1CCC(CC1)C(=O)O)C 1-(2-((4-(N,N-dimethylsulfamoyl)phenyl)sulfonamido)phenyl)piperidine-4-carboxylic acid